3-(1'-(5-chloro-4-(((R)-1-(2,4-dichlorophenyl)ethyl)amino)pyrimidin-2-yl)-[3,3'-bipyrrolidin]-1-yl)-1-methylcyclobutane-1-carboxylic acid ClC=1C(=NC(=NC1)N1CC(CC1)C1CN(CC1)C1CC(C1)(C(=O)O)C)N[C@H](C)C1=C(C=C(C=C1)Cl)Cl